O=C1CCC(CC1)CCC(=O)O 3-(4-oxocyclohexyl)propionic acid